6-bromo-4-methoxy-2-methylimidazo[1',2':1,6]pyrido[2,3-d]pyrimidin-7-amine BrC1=CC2=C(N=C(N=C2OC)C)N2C1N(C=C2)N